diethylene glycol pelargonate C(CCCCCCCC)(=O)OCCOCCO